NC1=NC=2C=NC(=CC2C2=C1CCO2)C(=O)N2[C@H](COCC2)C2=CC=C(C=C2)C(F)(F)F (4-amino-2,3-dihydrofuro[3,2-c][1,7]naphthyridin-8-yl)((3S)-3-(4-(trifluoromethyl)phenyl)-4-morpholinyl)methanone